OC=1C=C([C@H]2OC3=C(C(=CC=C3CC2)O)C)C=CC1OC (2S)-3',7-Dihydroxy-8-methyl-4'-methoxyflavan